NC[C@H]1C=2C=CC(=CC2CCC1)N(C)C1=CC(=C(C=C1)F)OC (5R)-5-(aminomethyl)-N-(4-fluoro-3-methoxyphenyl)-N-methyl-5,6,7,8-tetrahydronaphthalen-2-amine